FC(C(C(C(C(F)(F)[Si](O[Si](C)(C)C)(O[Si](C)(C)C)O[Si](C)(C)C)(F)F)(F)F)(F)F)(CCC(F)(F)F)F tridecafluorooctyl-tri(trimethylsiloxy)silane